[C].[Pb] lead carbon